C(C1=CC=CC=C1)N(C1=CC(=C(C(=O)N)C=C1)F)CC1=CC=CC=C1 4-(dibenzylamino)-2-fluorobenzamide